4-morpholinophenol O1CCN(CC1)C1=CC=C(C=C1)O